ClC1=C(C=C(C(=O)O)C=C1)N1C(N(C(N(C1=O)C)=S)C)=O 4-chloro-3-(3,5-dimethyl-2,6-dioxo-4-thioxo-1,3,5-triazin-1-yl)benzoic acid